3-((tert-butoxycarbonyl)amino)adipic acid C(C)(C)(C)OC(=O)NC(CC(=O)O)CCC(=O)O